2-(4-((2-bromothiazol-5-yl)oxy)-3-fluorophenyl)-4-(2,6-difluorobenzyl)-2,4-dihydro-3H-1,2,4-triazol-3-one BrC=1SC(=CN1)OC1=C(C=C(C=C1)N1N=CN(C1=O)CC1=C(C=CC=C1F)F)F